1-benzyl-3-(cis-4-(2-(4-(2,3-dichlorophenyl)piperazin-1-yl)ethyl)-4-fluorocyclohexyl)urea C(C1=CC=CC=C1)NC(=O)NC1CCC(CC1)(F)CCN1CCN(CC1)C1=C(C(=CC=C1)Cl)Cl